The molecule is a hydroxy fatty acid obtained by hydroxylation of one of the two terminal methyl groups of isoheptadecanoic acid. It is a branched-chain saturated fatty acid, a hydroxy fatty acid, a long-chain fatty acid and a methyl-branched fatty acid. It derives from an isoheptadecanoic acid. It is a conjugate acid of an omega-hydroxy-15-methylpalmitate. CC(CCCCCCCCCCCCCC(=O)O)CO